C1(=CC=CC=C1)[C@@H]([C@H](C)OC([C@@H](N)C)=O)C L-alanine (2S,3S)-3-phenylbut-2-yl ester